NC(C(C1=CN=NC2=CC=CC=C12)NC(OC(C)(C)C)=O)=O tert-butyl N-(2-amino-1-cinnolin-4-yl-2-oxo-ethyl)carbamate